C1(CC2C(CC1)O2)CC[Si](O[Si](CCC2CC1C(CC2)O1)(C)C)(C)C 1,3-Bis[2-(3,4-epoxycyclohex-1-yl)ethyl]tetra-methyldisiloxane